C(#N)/C(/C(=O)NC=1SC(=NN1)C=1SC=CC1)=C\C1=CC(=CC=C1)NS(=O)(=O)C (E)-2-cyano-3-((3-methanesulfonamido)phenyl)-N-(5-(thiophen-2-yl)-1,3,4-thiadiazol-2-yl)acrylamide